(E)-3-(3,4-dihydroxyphenyl)-N-(4-hydroxyphenethyl)-N-isobutyl-acrylamide OC=1C=C(C=CC1O)/C=C/C(=O)N(CC(C)C)CCC1=CC=C(C=C1)O